(S)-methyl(oxetan-3-yl)-λ6-sulfanone C[SH2](=O)C1COC1